COC(=O)C1CCC(CC1)N1N=CC(=C1)B1OC(C(O1)(C)C)(C)C 4-[4-(4,4,5,5-tetramethyl-1,3,2-dioxaborolan-2-yl)pyrazol-1-yl]cyclohexane-1-carboxylic acid methyl ester